C(C)(=O)NC1=NC=CC(=C1)C1=C(N=C(N1)SC)C1=C2CCC(C2=CC=C1)NC(C1=C(C=CC=C1F)F)=O N-(4-(5-(2-acetamidopyridin-4-yl)-2-(methylthio)-1H-imidazol-4-yl)-2,3-dihydro-1H-inden-1-yl)-2,6-difluorobenzamide